C(C)(C)OC(=O)CCCCCCCCCCCOC=1C2=CC=CC=C2C(=C2C=CC=CC12)OCCCCCCCCCCCC(=O)OC(C)C 9,10-bis(isopropoxycarbonylundecyleneoxy)anthracene